CN1CC(C1)(C)[C@@](C=1C=C(C=NC1)C1=NOC(=N1)CC1(CCN(CC1)C(C)=O)O)(C1=CC=C(C=C1)C(C)C)O 1-[4-(3-{5-[(R)-(1,3-Dimethyl-azetidin-3-yl)-hydroxy-(4-isopropyl-phenyl)-methyl]-pyridin-3-yl}-[1,2,4]oxadiazol-5-ylmethyl)-4-hydroxy-piperidin-1-yl]-ethanone